2-(5-(6-(5-(hydroxymethyl)-1-methyl-1H-1,2,3-triazol-4-yl)-2-methylpyridin-3-yl)tetrahydro-2H-pyran-3-yl)acetic acid methyl ester COC(CC1COCC(C1)C=1C(=NC(=CC1)C=1N=NN(C1CO)C)C)=O